(2S)-2-{(2R,3S,4R,5R)-[5-(4-Aminopyrrolo[2,1-f][1,2,4]triazin-7-yl)-5-cyano-3,4-dihydroxy-tetrahydrofuran-2-ylmethoxy]phenoxy-(S)-phosphorylamino}propionic acid 2-ethyl-butyl ester C(C)C(COC([C@H](C)N=P(=O)OC1=C(C=CC=C1)OC[C@H]1O[C@@]([C@@H]([C@@H]1O)O)(C#N)C1=CC=C2C(=NC=NN21)N)=O)CC